Cl.CC1(CCCCC1)N 1-methylcyclohexan-1-amine hydrochloride